CSC1=NN=C2N1C=C(C=C2)[N+](=O)[O-] 3-(methylthio)-6-nitro-[1,2,4]triazolo[4,3-a]pyridine